N-(6-bromo-7-methoxybenzo[d]thiazol-2-yl)cyclopropylamide BrC1=C(C2=C(N=C(S2)[N-]C2CC2)C=C1)OC